ClC1=C(C=2C(=C3CC(CCN3C2N=C1)N1C(CCC1)=O)C)C 1-(3-chloro-4,5-dimethyl-6,7,8,9-tetrahydropyrido[3,2-b]indolizin-7-yl)-2-oxopyrrolidin